2-chloro-4-[[3-[2-(1-hydroxycyclobutyl)ethyl]-1-methyl-2-oxo-benzoimidazol-5-yl]amino]pyridine-3-carbonitrile ClC1=NC=CC(=C1C#N)NC1=CC2=C(N(C(N2CCC2(CCC2)O)=O)C)C=C1